3-(8-methyl-4-oxo-2-thieno[2,3-c]pyridin-5-yl-3,4-dihydro-quinazolin-6-yl)-propionaldehyde CC=1C=C(C=C2C(NC(=NC12)C=1C=C2C(=CN1)SC=C2)=O)CCC=O